C1CC12CCN(CC2)C([C@@H](C)NC2=NN=C(O2)C=2C(NC(=CC2)C(F)(F)F)=O)=O 3-[5-[[(2R)-1-(6-azaspiro[2.5]octan-6-yl)-1-oxopropan-2-yl]amino]-1,3,4-oxadiazol-2-yl]-6-(trifluoromethyl)-1H-pyridin-2-one